4-cyclopropyl-6-(4-fluorophenyl)-5-(4-methylquinazolin-6-yl)pyrimidin-2-amine C1(CC1)C1=NC(=NC(=C1C=1C=C2C(=NC=NC2=CC1)C)C1=CC=C(C=C1)F)N